2-Methyl-2-(4-(5-(trifluoromethyl)pyrimidin-2-yl)piperazine-1-carbonyl)morpholine-4-carboxylic acid tert-butyl ester C(C)(C)(C)OC(=O)N1CC(OCC1)(C(=O)N1CCN(CC1)C1=NC=C(C=N1)C(F)(F)F)C